[(2R,3S,4R,5R)-5-[4-(cyclopentylamino)-2-(2-methoxyethoxy)-pyrrolo[2,3-d]-pyrimidin-7-yl]-3,4-dihydroxy-tetrahydro-furan-2-yl]methoxy-methylphosphonic acid C1(CCCC1)NC=1C2=C(N=C(N1)OCCOC)N(C=C2)[C@H]2[C@@H]([C@@H]([C@H](O2)COCP(O)(O)=O)O)O